ClC1=C(C=CC(=C1)Cl)C=1CCCC2=C(C1C1=CC=C(C=C1)O[C@@H]1CN(CC1)CCCF)C=CC(=C2)C(=O)NOC (S)-8-(2,4-dichlorophenyl)-9-(4-((1-(3-fluoropropyl)pyrrolidin-3-yl)oxy)phenyl)-N-methoxy-6,7-dihydro-5H-benzo[7]annulene-3-carboxamide